BOC-leucine hydrate O.C(=O)(OC(C)(C)C)N[C@@H](CC(C)C)C(=O)O